FC(C=1C=CC(=NC1)NN=CC1=CC(=C(C(=C1)C)O)C)(F)F 3,5-dimethyl-4-hydroxybenzaldehyde-5-trifluoromethyl-2-pyridylhydrazone